(E)-2-(2-(2-hydroxynaphthalen-1-yl)vinyl)benzoic acid OC1=C(C2=CC=CC=C2C=C1)/C=C/C1=C(C(=O)O)C=CC=C1